5-(5,5-Dimethyl-1,3,2-dioxaborinan-2-yl)-7-fluoro-3-methyl-1,3-benzoxazol-2(3H)-one CC1(COB(OC1)C=1C=C(C2=C(N(C(O2)=O)C)C1)F)C